OC[C@@H](CC(C)C)NC(=O)C1=CC2=C(N3C(S2)=NC(=C3)C3=CC=C(C=C3)C(NC)=O)C=C1 (R)-N-(1-hydroxy-4-methylpentan-2-yl)-2-(4-(methylcarbamoyl)phenyl)benzo[d]imidazo[2,1-b]thiazole-7-carboxamide